FC(C(C(=O)N1C[C@H]2OC3=C([C@@H]1C2)C=NC=C3C#CC3=NC=CN=C3)(C)C)F 3,3-difluoro-2,2-dimethyl-1-((2S,5S)-9-(pyrazin-2-ylethynyl)-2,3-dihydro-2,5-methanopyrido[3,4-f][1,4]oxazepin-4(5H)-yl)propan-1-one